1,2,2,6,6-pentamethyl-4-aminopiperidine CN1C(CC(CC1(C)C)N)(C)C